pentadienol (methyl)acrylate CC(C(=O)OC=CC=CC)=C